(R)-2-(PYRROLIDIN-3-YL)ACETIC ACID N1C[C@H](CC1)CC(=O)O